C1(CC1)S(=O)(=O)NC=1SC=C(N1)C(C)(C)NC(C1=CC=C(C=C1)C1=NC(=CN=C1)C(F)(F)F)=O N-(2-(2-(cyclopropanesulfonamido)thiazol-4-yl)propan-2-yl)-4-(6-(trifluoromethyl)pyrazin-2-yl)benzamide